C(=O)(O)\C=N\OCC(COC(C1=C(C(=C(C=C1)F)F)NC1=C(C=C(C=C1)I)F)=O)O 3,4-Difluoro-2-(2-fluoro-4-iodo-phenylamino)-benzoic acid 3-[1-carboxy-meth-(E)-ylideneaminooxy]-2-hydroxy-propyl ester